CC1(OC2=C(O1)C=CC(=C2)CC=O)C 2,2-dimethylbenzo[d][1,3]dioxole-5-acetaldehyde